3-(3-(sec-butyl)-2-oxo-1,2,3,5-tetrahydro-4H-pyrido[3,4-e][1,4]diazepin-4-yl)-4-((2-methoxyethyl)amino)cyclobut-3-ene-1,2-dione C(C)(CC)C1N(CC2=C(NC1=O)C=NC=C2)C=2C(C(C2NCCOC)=O)=O